6-chloro-8-fluoro-7-(5-methyl-1H-indazol-4-yl)-2-((1-(pyrrolidin-1-ylmethyl)cyclopropyl)methoxy)-4-(2,7-diazaspiro[3.5]nonan-7-yl)quinazoline ClC=1C=C2C(=NC(=NC2=C(C1C1=C2C=NNC2=CC=C1C)F)OCC1(CC1)CN1CCCC1)N1CCC2(CNC2)CC1